NCCC(=O)N[C@@H](CC1=CNC=N1)C(=O)O β-Alanyl-L-histidin